C(C1=CC=CC=C1)OC[C@@H]1N(CC[C@@H]1C(=O)OC(C)(C)C)C(=O)OC(C)(C)C (cis)-1,3-di-tert-butyl 2-[(benzyloxy)methyl]pyrrolidine-1,3-dicarboxylate